COCCCN1C(CN(CC1)C=1SC=C(N1)C(=O)NC(C(=O)NC(C(=O)OC)=C)=C)=O Methyl 2-(2-(2-(4-(3-methoxypropyl)-3-oxopiperazin-1-yl)thiazole-4-carboxamido)acrylamido)acrylate